COC1=C(CN(S(=O)(=O)C2=C(C=C(C=C2F)N2CC(CCC2)(C2CC(C2)C2=CC(=CC=C2)C(F)(F)F)N(C)C)F)C2=NC=NC=C2)C=CC(=C1)OC N-(2,4-dimethoxybenzyl)-4-(3-(dimethylamino)-3-(3-(3-(trifluoromethyl)phenyl)cyclobutyl)piperidin-1-yl)-2,6-difluoro-N-(pyrimidin-4-yl)benzenesulfonamide